C(CC)N(CCC)[Si](C)(C)N(CCC)CCC bis(dipropylamino)dimethylsilane